O=C1NC(CCC1N1C(N(C2=C1C=CC=C2CN2C[C@H]1CC[C@@H](C2)N1C(=O)OC(C)(C)C)C)=O)=O tert-butyl (1R,5S)-3-[[1-(2,6-dioxo-3-piperidyl)-3-methyl-2-oxo-benzimidazol-4-yl] methyl]-3,8-diazabicyclo[3.2.1]octane-8-carboxylate